3-(4-(3-benzylureido)phenyl)-5-((2-methoxypyridin-4-yl)amino)-1H-pyrazole-4-carboxamide C(C1=CC=CC=C1)NC(NC1=CC=C(C=C1)C1=NNC(=C1C(=O)N)NC1=CC(=NC=C1)OC)=O